methyl (4-(2-chloroacetyl)phenyl)carbamate ClCC(=O)C1=CC=C(C=C1)NC(OC)=O